CN([C@H]1[C@H](CNCC1)C)C1=CC=C(C=C1)OC(F)(F)F (3S,4R)-N,3-dimethyl-N-[4-(trifluoromethoxy)phenyl]piperidin-4-amine